4-(2-(2-(3-((3-hydroxypropyl)amino)-3-oxopropyl)-5-methyl-1,2,3,4-tetrahydroisoquinolin-7-yl)-5H-pyrrolo[2,3-b]pyrazin-7-yl)-N,N,2-trimethylbenzamide OCCCNC(CCN1CC2=CC(=CC(=C2CC1)C)C=1N=C2C(=NC1)NC=C2C2=CC(=C(C(=O)N(C)C)C=C2)C)=O